ClC1=CC=C(OC2=CC=C(C=C2)[C@H]2SCC[C@H](NC2=O)CNC(CN2CCOCC2)=O)C=C1 N-[[(2R,5S)-2-[4-(4-chlorophenoxy)phenyl]-3-oxo-1,4-thiazepan-5-yl]methyl]-2-morpholino-acetamide